imidazo[3,2-a]pyrazine-6-carboxamide hydrochloride Cl.N=1C=CN2C1C=NC(=C2)C(=O)N